methyl (S)-3-(3-(3,5-dimethyl-1H-pyrazol-1-yl)phenyl)-4-(7-((5,6,7,8-tetrahydro-1,8-naphthyridin-2-yl)oxy)-2-azaspiro[3.5]nonan-2-yl)butanoate CC1=NN(C(=C1)C)C=1C=C(C=CC1)[C@H](CC(=O)OC)CN1CC2(C1)CCC(CC2)OC2=NC=1NCCCC1C=C2